S1C=NC=C1S(=O)(=O)Cl [1,3]Thiazole-5-sulfonyl chloride